C(CCCCCCCCC)N(C)C N-decyl-N,N-dimethyl-ammonia